ClC=1C=C(C=CC1)CC(=O)NC([2H])([2H])[2H] 2-(3-chlorophenyl)-N-(methyl-d3)Acetamide